ClC1=C(C(=O)N2COC3=C(C2)C=CC=C3C3=CC(=C(C(=O)O)C=C3F)N3C2COCC3CC2)C(=CC(=C1)N1CC2(C1)OC[C@@H](C2)OC)Cl 4-[3-[2,6-Dichloro-4-[(7R)-7-methoxy-5-oxa-2-azaspiro[3.4]oct-2-yl]benzoyl]-2,4-dihydro-1,3-benzoxazin-8-yl]-5-fluoro-2-(3-oxa-8-azabicyclo[3.2.1]oct-8-yl)benzoic acid